(2-(1H-indol-3-yl)-1H-imidazol-4-yl)(3,4,5-tri(methoxy-d3)phenyl)ketone N1C=C(C2=CC=CC=C12)C=1NC=C(N1)C(=O)C1=CC(=C(C(=C1)OC([2H])([2H])[2H])OC([2H])([2H])[2H])OC([2H])([2H])[2H]